sodium sulfate sodium dodecyl-sulfate C(CCCCCCCCCCC)OS(=O)(=O)[O-].[Na+].S(=O)(=O)([O-])O.[Na+]